p-anisoic acid C(C1=CC=C(C=C1)OC)(=O)O